tert-Butyl 5-cyano-3-methyl-3',6'-dihydro-[2,4'-bipyridine]-1'(2'H)-carboxylate C(#N)C=1C=C(C(=NC1)C=1CCN(CC1)C(=O)OC(C)(C)C)C